NC=1C(=C(C=C2C=C(N=CC12)NC=1C=NN(C1)C(C#N)C)C=1C=NC=CC1C)Cl 2-(4-(8-amino-7-chloro-6-(4-methylpyridin-3-yl)isoquinolin-3-ylamino)-1H-pyrazol-1-yl)propanenitrile